4-([1,1'-Biphenyl]-3-yl)-6-(2',6'-diphenyl-[1,1':4',1''-terphenyl]-4-yl)-2-phenylpyrimidine C1(=CC(=CC=C1)C1=NC(=NC(=C1)C1=CC=C(C=C1)C1=C(C=C(C=C1C1=CC=CC=C1)C1=CC=CC=C1)C1=CC=CC=C1)C1=CC=CC=C1)C1=CC=CC=C1